(Ra)-6-(4-Fluoro-1-((5-methoxynaphthalin-2-yl)methyl)-1H-indol-7-carboxamido)spiro-[3.3]heptan FC1=C2C=CN(C2=C(C=C1)C(=O)NC1CC2(CCC2)C1)CC1=CC2=CC=CC(=C2C=C1)OC